3-decalin-dimethanol C1(CC(CC2CCCCC12)CO)CO